3-(2-Methyl-4-(trifluoromethyl)phenyl)cyclobutan-1-one CC1=C(C=CC(=C1)C(F)(F)F)C1CC(C1)=O